3-(2-methoxyethyl)quinazoline-2,4(1H,3H)-dione COCCN1C(NC2=CC=CC=C2C1=O)=O